COC(=O)C=1C=C2C(=CC1)NC(C21CCN(CC1)C(=O)C1CC1)=O.C1(CC1)C(=O)N1CCC2(CC1)C(NC1=CC=C(C=C12)C(=O)O)=O 1'-(cyclopropanecarbonyl)-2-oxospiro[indoline-3,4'-piperidine]-5-carboxylic acid Methyl-1'-(cyclopropanecarbonyl)-2-oxospiro[indoline-3,4'-piperidine]-5-carboxylate